P(=O)(OCOC1=CC(=C(C(=C1)Cl)OC1=NNC(C(=C1)C(C)C)=O)Cl)([O-])[O-] ((3,5-dichloro-4-((5-isopropyl-6-oxo-1,6-dihydropyridazin-3-yl) oxy) phenoxy) methyl) phosphate